4-chloro-N-(4-((4-methoxybenzyl)oxy)-5-((trimethylsilyl)ethynyl)pyridin-2-yl)benzamide ClC1=CC=C(C(=O)NC2=NC=C(C(=C2)OCC2=CC=C(C=C2)OC)C#C[Si](C)(C)C)C=C1